(4-amino-3-chloro-6-(4-chloro-2-fluoro-3-methoxyphenyl)picolinoyl)glycine NC1=C(C(=NC(=C1)C1=C(C(=C(C=C1)Cl)OC)F)C(=O)NCC(=O)O)Cl